N1=C(C=CC=2CNCCC12)P(O)(O)=O (5,6,7,8-tetrahydro-1,6-naphthyridine-2-yl)phosphonic acid